5-(tert-butoxy)-3,3-dimethyl-5-oxopentanoic acid C(C)(C)(C)OC(CC(CC(=O)O)(C)C)=O